NC=1N=C(C=2C(N1)=CN(N2)CC2=C(C=C(C=C2)N2CCN(CCC2)C(CCCCNC(CCCCCCCCCCCCCCCCC)=O)=O)OC)NCCCC N-(5-(4-(4-((5-amino-7-(butylamino)-2H-pyrazolo[4,3-d]pyrimidin-2-yl)methyl)-3-methoxyphenyl)-1,4-diazepan-1-yl)-5-oxopentyl)stearamide